tert-Butyl 6-cyclopentyl-4-methyl-2-oxobenzo[d]oxazole-3(2H)-carboxylate C1(CCCC1)C1=CC2=C(N(C(O2)=O)C(=O)OC(C)(C)C)C(=C1)C